(2R)-2-(ethylamino)propanamide C(C)N[C@@H](C(=O)N)C